O3-tert-butyl O2-methyl rac-(2S,6S)-6-(6-chloro-7-fluoro-1-methyl-pyrazolo[4,3-c]pyridin-3-yl)-3-azabicyclo[3.1.0]hexane-2,3-dicarboxylate ClC1=C(C2=C(C=N1)C(=NN2C)[C@H]2C1CN([C@@H](C21)C(=O)OC)C(=O)OC(C)(C)C)F |r|